ClC1=C(C(=O)NC(NC=2C(=NC=CC2)Cl)=O)C=CC(=N1)C(F)(F)F 2-Chloro-N-((2-chloropyridin-3-yl)carbamoyl)-6-(trifluoromethyl)nicotinamide